FC(C1=NN=C(O1)C=1C=CC(=NC1)CN(C(=O)C1(CN(C1)S(=O)(=O)C)F)C1=CC(=CC=C1)F)F N-((5-(5-(difluoromethyl)-1,3,4-oxadiazol-2-yl)pyridin-2-yl)methyl)-3-fluoro-N-(3-fluorophenyl)-1-(methylsulfonyl)azetidine-3-carboxamide